isobutyl (isobutyl cyanoacrylate) C(C(C)C)C=C(C(=O)OCC(C)C)C#N